N2-(2,3-dichlorophenyl)-5-(1-(piperidin-4-yl)-1H-pyrazol-4-yl)-N4-(1,2,3,4-tetrahydroisoquinolin-7-yl)pyrimidine-2,4-diamine ClC1=C(C=CC=C1Cl)NC1=NC=C(C(=N1)NC1=CC=C2CCNCC2=C1)C=1C=NN(C1)C1CCNCC1